CN1N=CC=C1NC1=C(C(=O)N)C(=CC=N1)NC1=C(C=C(C=C1)N1CCOCC1)N(S(=O)(=O)C)C ((1-methyl-1H-pyrazol-5-yl)amino)-4-((2-(N-methyl-methanesulfonamido)-4-morpholinophenyl)-amino)nicotinamide